2-(1-(1-(azetidin-1-yl)ethyl)-6-fluorobenzyl)isoindoline-1,3-dione N1(CCC1)C(C)C1(CN2C(C3=CC=CC=C3C2=O)=O)CC=CC=C1F